C(C1=CC=CC=C1)NC=1C2=C(N=C(N1)Cl)NC(=C2)C N-benzyl-2-chloro-6-methyl-7H-pyrrolo[2,3-d]pyrimidin-4-amine